3-(1-(3-cyanophenyl)pyrrolidin-3-yl)-2-fluorobenzoic acid C(#N)C=1C=C(C=CC1)N1CC(CC1)C=1C(=C(C(=O)O)C=CC1)F